OC(C1=CC=2C(NCCC2N1)=O)O 2-(dihydroxymethyl)-1,5,6,7-tetrahydro-4H-pyrrolo[3,2-c]pyridin-4-one